2-formyl-2-methyl-bicyclo(2.2.2)octen C(=O)C1(C2=CCC(C1)CC2)C